N-(4-Cyano-3-(trifluoromethyl)phenyl)-3-(4-fluorophenyl)but-2-enamide C(#N)C1=C(C=C(C=C1)NC(C=C(C)C1=CC=C(C=C1)F)=O)C(F)(F)F